2-(1H-4-indolyl)-5-(3,4,5-trimethoxyphenyl)-[1,2,4]triazolo[1,5-c]pyrimidine N1C=CC2=C(C=CC=C12)C1=NN2C(=NC=CC2=N1)C1=CC(=C(C(=C1)OC)OC)OC